C[C@H]1OCCN(C1)C=1C=C2C(=CC=NC2=CC1)C(=O)OCC Ethyl (R)-6-(2-methylmorpholino)quinoline-4-carboxylate